di-isopropyl-N'-phenyl-p-phenylenediamine C(C)(C)N(C1=CC=C(C=C1)NC1=CC=CC=C1)C(C)C